(1-phenylethoxy)piperidine hydrochloride Cl.C1(=CC=CC=C1)C(C)ON1CCCCC1